CS(=O)(=O)N1C=C(C=C1)C(=O)N1[C@H](CC1)C(=O)NC=1SC=C(N1)C1=CC(=CC=C1)C1=CC=NC=C1 (R)-1-(1-(methylsulfonyl)-1H-pyrrole-3-carbonyl)-N-(4-(3-(pyridin-4-yl)phenyl)thiazol-2-yl)azetidine-2-carboxamide